2-boracycloundecane C1BCCCCCCCCC1